[C@H]1([C@@H](O)[C@@H](O)[C@H](O)[C@H](O1)CO)OC1=C(C=C(C=C1C)C1=CC=C2C=CNC(C2=C1)=O)C 7-[4'-(α-D-mannopyranosyloxy)-3',5'-dimethylphenyl]-1(2H)-isoquinolinone